tert-butyl 4-(5-methoxy-5-oxo-pentyl)piperazine-1-carboxylate COC(CCCCN1CCN(CC1)C(=O)OC(C)(C)C)=O